C1=C(C=CC2=CC=CC=C12)ON(P(=O)(N)N)CCOCC1=C(C=CC=C1)C naphthalen-2-oxy-N-(2-(2-methylbenzyloxy)ethyl)-phosphoramide